N-(3-(3-(Azetidin-1-yl)-5-((2,6-dioxopiperidin-3-yl)amino)phenyl)prop-2-yn-1-yl)-5-(8-(7-isopropyl-1,3-dimethyl-2-oxo-2,3-dihydro-1H-benzo[d]imidazol-5-yl)isoquinolin-3-yl)picolinamide N1(CCC1)C=1C=C(C=C(C1)NC1C(NC(CC1)=O)=O)C#CCNC(C1=NC=C(C=C1)C=1N=CC2=C(C=CC=C2C1)C1=CC2=C(N(C(N2C)=O)C)C(=C1)C(C)C)=O